CN1CCCC1 1-methyl-1,2,3,4-tetrahydropyrrole